C1(CC1)C1=C(C(=NO1)C1=C(C=CC=C1Cl)Cl)C(=O)O[C@H]1C[C@H]2CN([C@@H]1C2)C=2SC1=C(N2)C(=CC(=C1)C(=O)O)F 2-[(1R,4S,6S)-6-[5-cyclopropyl-3-(2,6-dichlorophenyl)-1,2-oxazole-4-carbonyloxy]-2-azabicyclo[2.2.1]heptan-2-yl]-4-fluoro-1,3-benzothiazole-6-carboxylic acid